C1(=CC=CC=C1)C=1C(N(N=CC1)CCCCN1C2CC(CC(C1)(C2)C)(C)C)=O 4-phenyl-2-(4-(1,3,3-trimethyl-6-azabicyclo[3.2.1]oct-6-yl)butyl)pyridazin-3(2H)-one